C1(CCC=C(CCCCC)O1)=O δ-decen-5-olide